7-chloro-5-methoxy-3,4-dihydro-1,6-naphthyridin-2(1H)-one ClC1=NC(=C2CCC(NC2=C1)=O)OC